5-(2-(((1r,4r)-4-aminocyclohexyl)amino-8-ethylquinazolin-6-yl)-3-fluoropyridin-2-yl)-2-chlorobenzenesulfonamide NC1CCC(CC1)NC1=NC2=C(C=C(C=C2C=N1)C1(NC=CC=C1F)C=1C=CC(=C(C1)S(=O)(=O)N)Cl)CC